[Co].[Mn].[Ni] NICKEL MANGANESE-cobalt